tert-Butyl 4-(5-fluoro-2-(5-methyl-1,3,4-thiadiazol-2-yl)pyrimidin-4-yl)piperazine-1-carboxylate FC=1C(=NC(=NC1)C=1SC(=NN1)C)N1CCN(CC1)C(=O)OC(C)(C)C